(S)-3-amino-5-hexynoic acid N[C@H](CC(=O)O)CC#C